1-(Difluoromethyl)-N-((R)-2-(((S)-5,11-dioxo-10,11-dihydro-1H,3H,5H-spiro[benzo[d]pyrazolo[1,2-a][1,2]diazepine-2,1'-cyclopropan]-10-yl)carbamoyl)butyl)-1H-pyrazole-5-carboxamide FC(N1N=CC=C1C(=O)NC[C@@H](CC)C(N[C@H]1C2=C(C(N3N(C1=O)CC1(CC1)C3)=O)C=CC=C2)=O)F